2-PHENYLPROPANAL C1(=CC=CC=C1)C(C=O)C